FC(CN1[C@@H](C2=CC=C3C(=C2C[C@H]1C)C=NN3)C3=CC=C(C=N3)NC3CN(C3)CCCF)(COC)F 6-((6s,8r)-7-(2,2-difluoro-3-methoxypropyl)-8-methyl-6,7,8,9-tetrahydro-3H-pyrazolo[4,3-f]isoquinolin-6-yl)-N-(1-(3-fluoropropyl)azetidin-3-yl)pyridin-3-amine